3-((1-(2-Fluoroacryloyl)pyrrolidin-3-yl)amino)-2-(4-(trifluoromethoxy)phenoxy)isonicotinonitrile FC(C(=O)N1CC(CC1)NC1=C(C#N)C=CN=C1OC1=CC=C(C=C1)OC(F)(F)F)=C